O=C1NC(CCC1N1C(N(C2=C1C=CC=C2N2CC(CCC2)N(C(OC(C)(C)C)=O)C)C)=O)=O tert-butyl N-{1-[1-(2,6-dioxopiperidin-3-yl)-3-methyl-2-oxo-1,3-benzodiazol-4-yl] piperidin-3-yl}-N-methylcarbamate